3-undecen-1-aldehyde C(CC=CCCCCCCC)=O